C(CCCCCCCCCCCCCCCCC)(=O)OC1CC(NC(C1)(C)C)(C)C 2,2,6,6-tetramethylpiperidin-4-yl octadecanoate